tetraazacycloheptadecino[16,17-f]quinoline-9-carboxamide C1=CC=NC=2C=CC3=C(C12)C=CC=CC=CC=CC=CC=NN(N=N3)C(=O)N